(3s,4s)-1-[(3s)-7-(ethylamino)-5-fluoro-3-methyl-2-oxo-indolin-3-yl]-4-phenyl-piperidine-3-carboxamide C(C)NC=1C=C(C=C2[C@](C(NC12)=O)(C)N1C[C@H]([C@H](CC1)C1=CC=CC=C1)C(=O)N)F